Cl.ClC(=O)N1CCC(CC1)N1CCCCC1 1-chloroformyl-4-piperidinopiperidine hydrochloride